1-bromo-3-(2-isopropylphenoxy)-2-nitrobenzene BrC1=C(C(=CC=C1)OC1=C(C=CC=C1)C(C)C)[N+](=O)[O-]